C(CCCCCCCCC(=O)OC(C)C)(=O)OC(C)C DIISOPROPYL SEBACATE